CC1=C(C=C(C=C1)NC(C1=NC=CC(=C1)C(F)(F)F)=O)NC1=NC(=CC=C1C1=C2N=CNC2=NC=N1)C N-(4-methyl-3-(6-methyl-3-(9H-purin-6-yl)pyridin-2-ylamino)phenyl)-4-(trifluoromethyl)picolinamide